tert-butyl (tert-butoxycarbonyl)(7-(2-((tert-butoxycarbonyl)oxy)ethyl)-5-iodo-7H-pyrrolo[2,3-d]pyrimidin-4-yl)carbamate C(C)(C)(C)OC(=O)N(C(OC(C)(C)C)=O)C=1C2=C(N=CN1)N(C=C2I)CCOC(=O)OC(C)(C)C